(E)-tert-Butyl 4-(((dimethylamino)methylene)amino)-6,7-dimethyl-1,3-dihydro-2H-pyrrolo[3,4-c]pyridine-2-carboxylate CN(C)\C=N\C1=NC(=C(C2=C1CN(C2)C(=O)OC(C)(C)C)C)C